CC1=C(C=C(C=C1)C(=O)N1CCC(CC1)C1=CC=C(C=C1)OC1=NC=CN=C1)NS(=O)(=O)CC1=CC=CC=C1 N-(2-methyl-5-(4-(4-(pyrazin-2-yloxy)phenyl)piperidine-1-carbonyl)phenyl)-1-phenylmethane-sulfonamide